N1=CN=CC2=C1CCC2 6,7-Dihydro-5H-cyclopenta-pyrimidine